ClC1=CC=C(N=N1)N1C[C@@H](CC1)NC1CCC1 (3R)-1-(6-chloropyridazin-3-yl)-N-cyclobutylpyrrolidin-3-amine